benzyl (2S)-2-(cyanomethyl)-4-[6-[(3-methoxy-1-naphthyl)carbamoyl]-2-(4-pyridyl)pyrimidin-4-yl]piperazine-1-carboxylate C(#N)C[C@@H]1N(CCN(C1)C1=NC(=NC(=C1)C(NC1=CC(=CC2=CC=CC=C12)OC)=O)C1=CC=NC=C1)C(=O)OCC1=CC=CC=C1